C(CCCCC)C=1C=C(C(=NC1OC)CCNC(OC(C)(C)C)=O)OC tert-butyl (2-(5-hexyl-3,6-dimethoxypyridin-2-yl)ethyl)carbamate